C(C)(C)(C)C1=CC=C(C=C1)S(=O)(=O)N=CN1CCCC1 4-(tert-butyl)-N-(pyrrolidin-1-ylmethylene)benzenesulfonamide